ClC=1C=C(C=C2C(=C(C=NC12)C#N)NC1=C(C(=CC=C1)Cl)OC)N[C@@]([2H])(C=1C=NC(=CC1)F)C=1N=NN(C1)C1CC1 (S)-8-chloro-4-((3-chloro-2-methoxyphenyl)amino)-6-(((1-cyclopropyl-1H-1,2,3-triazol-4-yl)(6-fluoropyridin-3-yl)methyl-d)amino)quinoline-3-carbonitrile